(1R,3s,5S)-3-(4-(5-bromo-2-chlorobenzyl)phenoxy-2,3,5,6-d4)Bicyclo[3.1.0]Hexane BrC=1C=CC(=C(CC2=C(C(=C(OC3C[C@H]4C[C@H]4C3)C(=C2[2H])[2H])[2H])[2H])C1)Cl